ClC1=CC=C(CN2C(=NC=3N(C(N(C(C23)=O)CCCO)=O)CC)OC2=CC=C(C=C2)Cl)C=C1 7-(4-chlorobenzyl)-8-(4-chlorophenoxy)-3-ethyl-1-(3-hydroxypropyl)-1H-purine-2,6(3H,7H)-dione